C(CC1=CC=CC=C1)C=1C=C2C(=NC=NC2=CC1)N1CC2(C1)CCNCC2 2-(6-phenethylquinazolin-4-yl)-2,7-diazaspiro[3.5]nonan